tert-butyl (S)-5-amino-4-(5-(5-chloro-4-(hydroxymethyl)pyridin-2-yl)-1-oxoisoindolin-2-yl)-5-oxopentanoate NC([C@H](CCC(=O)OC(C)(C)C)N1C(C2=CC=C(C=C2C1)C1=NC=C(C(=C1)CO)Cl)=O)=O